(S)-2-amino-5-(1H-imidazol-1-yl)pentanoic acid N[C@H](C(=O)O)CCCN1C=NC=C1